2-(ethyl-(3-((4-(methoxycarbonyl)phenyl)amino)-3-oxopropyl)amino)thiazole-5-carboxylic acid C(C)N(C=1SC(=CN1)C(=O)O)CCC(=O)NC1=CC=C(C=C1)C(=O)OC